7-octen-1-ol C(CCCCCC=C)O